prop-2-en-1-yl 4-(4-{3-[(4-{1-[6-(tert-butoxy)-6-oxohexyl]imidazole-2-amido}-1-methylpyrrol-2-yl)formamido]propanamido}-1-methylimidazole-2-amido)-1-methylpyrrole-2-carboxylate C(C)(C)(C)OC(CCCCCN1C(=NC=C1)C(=O)NC=1C=C(N(C1)C)C(=O)NCCC(=O)NC=1N=C(N(C1)C)C(=O)NC=1C=C(N(C1)C)C(=O)OCC=C)=O